C(C)(C)(C)OC=1C2=C(N=C(N1)SC)C(=CN2COCC[Si](C)(C)C)F 4-(tert-butoxy)-7-fluoro-2-(methylthio)-5-((2-(trimethylsilyl)ethoxy)methyl)-5H-pyrrolo[3,2-d]pyrimidine